C1NCC2C1CC(C2)N2CCCCC2 1-(octahydrocyclopenta[c]pyrrol-5-yl)piperidine